B(F)(F)F.C(C)(C)(C)OC(=O)N1CC(C1)[K] (1-(tert-butoxycarbonyl)azetidin-3-yl)potassium trifluoroborate